5-(benzofuran-2-yl)-7-methylquinoxaline-2-carboxylic acid methyl ester COC(=O)C1=NC2=CC(=CC(=C2N=C1)C=1OC2=C(C1)C=CC=C2)C